BrC=1C=C2CCC(C2=CC1)NC(C1=C(C=CC(=C1)F)OC)=O N-(5-bromo-2,3-dihydro-1H-inden-1-yl)-5-fluoro-2-methoxybenzamide